2-methyl-9,10-bis(phenylethynyl)anthracene CC1=CC2=C(C3=CC=CC=C3C(=C2C=C1)C#CC1=CC=CC=C1)C#CC1=CC=CC=C1